hafnium (iv) chloride [Cl-].[Hf+4].[Cl-].[Cl-].[Cl-]